1-(4-Chloro-2-nitrophenyl)-4-iodo-1H-1,2,3-triazole ClC1=CC(=C(C=C1)N1N=NC(=C1)I)[N+](=O)[O-]